3-[(3R)-1-[2'-(Dimethylphosphoryl)-2,3-difluoro-[1,1'-biphenyl]-4-yl]-2-oxopiperidin-3-yl]-1-[4-(trifluoromethoxy)phenyl]urea CP(=O)(C)C1=C(C=CC=C1)C1=C(C(=C(C=C1)N1C([C@@H](CCC1)NC(NC1=CC=C(C=C1)OC(F)(F)F)=O)=O)F)F